C(C)(=O)[O-] ethaneAt